(S)-2-(4-(4-chlorophenyl)-2,3,9-trimethyl-6H-thieno[3,2-f][1,2,4]triazolo[4,3-a][1,4]diazepin-6-yl)-N-(4-hydroxyphenyl)acetamide ClC1=CC=C(C=C1)C1=N[C@H](C=2N(C3=C1C(=C(S3)C)C)C(=NN2)C)CC(=O)NC2=CC=C(C=C2)O